3-hydroxy-1-((5-(2-((6-methoxy-2-methylquinazolin-4-yl)thio)acetyl)thiophen-2-yl)methyl)pyrrolidin-2-one OC1C(N(CC1)CC=1SC(=CC1)C(CSC1=NC(=NC2=CC=C(C=C12)OC)C)=O)=O